delta-octanol CCCC(CCCC)O